Cl/C(=C(\C1=CC=CC=C1)/C1=CC=C(OCCN(CC)CC)C=C1)/C1=CC=CC=C1 (E)-2-(4-(2-chloro-1,2-diphenylvinyl)phenoxy)-N,N-diethylethan-1-amine